BrC1=CC(=C(C=C1N1CCC(CC1)N1CCN(CC1)C)N(C(OC(C)(C)C)=O)C)[N+](=O)[O-] tert-butyl (4-bromo-5-(4-(4-methylpiperazin-1-yl)piperidin-1-yl)-2-nitrophenyl)(methyl)carbamate